C(CCCCCCCCCC)C=1OCCN1 2-undecyl-2-oxazoline